5-PHENYLPYRIMIDINE-2-BORONIC ACID C1(=CC=CC=C1)C=1C=NC(=NC1)B(O)O